ClC=1C(=C(C(N(C1C)C1=CC=C(C=C1)F)=O)C(=O)NC1=CC(=C(C=C1)OC1=CC=NC2=CC(=CN=C12)OC)F)C 5-chloro-N-[3-fluoro-4-[(7-methoxy-1,5-naphthyridin-4-yl)oxy]phenyl]-1-(4-fluorophenyl)-4,6-dimethyl-2-oxopyridine-3-carboxamide